((6-(difluoromethoxy)-2-(3'-(6-(difluoromethoxy)-5-(((2-(methylsulfonyl)ethyl)amino)methyl)benzo[d]oxazol-2-yl)-2,2'-dimethyl-[1,1'-biphenyl]-3-yl)benzo[d]oxazol-5-yl)methyl)-L-proline FC(OC1=CC2=C(N=C(O2)C=2C(=C(C=CC2)C2=C(C(=CC=C2)C=2OC3=C(N2)C=C(C(=C3)OC(F)F)CNCCS(=O)(=O)C)C)C)C=C1CN1[C@@H](CCC1)C(=O)O)F